(3R,4S)-3-hydroxy-4-methyl-1-(piperidin-4-yl)pyrrolidin-2-one hydrochloride Cl.O[C@H]1C(N(C[C@@H]1C)C1CCNCC1)=O